3-(Chloromethyl)-5-(3-(difluoromethyl)-4-fluorophenyl)-2-methylpyrazine ClCC=1C(=NC=C(N1)C1=CC(=C(C=C1)F)C(F)F)C